C1(=CC=CC=C1)P(O)(O)C1=CC=CC=C1.C1(=CC=CC=C1)P(O)(O)C1=CC=CC=C1.FC(C(C(C(C)O)C)O)(F)F 1,1,1-trifluoro-3-methyl-2,4-pentanediol bis(diphenylphosphonite)